FC1=CC=C(C=C1)[C@@H]1NCCC2=CC=C(C=C12)C(=O)NC (S)-1-(4-fluorophenyl)-N-methyl-1,2,3,4-tetrahydroisoquinoline-7-carboxamide